N1C(=NC=C1)C1=CC=C(CN2C3=NC(=NC=C3N(C2=N)C)C2=C(C=CC=C2)C(C)C)C=C1 9-(4-(1H-imidazol-2-yl)benzyl)-2-(2-isopropylphenyl)-7-methyl-7H-purin-8(9H)-imine